C(C)C(CC1=C(C(=C(C(=O)O)C#N)C2=CC=CC=C2)C=CC=C1)CCCC 2-ethylhexyl-alpha-cyano-beta-phenyl-cinnamic acid